C(C1=CC=CC=C1)OC(=O)[C@H]1N(C[C@H](C1)OCC1=CC=CC=C1)C(=O)OC(C)(C)C (2S,4S)-1-(tert-Butoxycarbonyl)-4-(benzyloxy)pyrrolidine-2-carboxylic acid benzyl ester